1-[6-(4-Fluoro-3-methyl-phenyl)pyrazolo[4,3-b]pyridin-1-yl]butan-2-one trifluoroacetate salt FC(C(=O)O)(F)F.FC1=C(C=C(C=C1)C=1C=C2C(=NC1)C=NN2CC(CC)=O)C